(5Z)-3-Methyl-5-[(1-methylindazol-5-yl)methylene]-2-[[2-(trifluoromethyl)phenyl]methylamino]imidazol-4-one CN1C(=N\C(\C1=O)=C/C=1C=C2C=NN(C2=CC1)C)NCC1=C(C=CC=C1)C(F)(F)F